C(C=C)NC(CC(=O)O)C 3-(PROP-2-EN-1-YLAMINO)BUTANOIC ACID